methyl (E)-3-(2-aminobenzo[d]oxazol-5-yl)acrylate NC=1OC2=C(N1)C=C(C=C2)/C=C/C(=O)OC